(2S)-2-ethylbutyl 6-amino-2-(((((2R,3S,4R,5S)-5-(4-aminopyrrolo[2,1-f][1,2,4]triazin-7-yl)-2-cyano-3,4-dihydroxytetrahydrofuran-2-yl)methoxy)(phenoxy)phosphoryl)amino)hexanoate NCCCC[C@@H](C(=O)OCC(CC)CC)NP(=O)(OC1=CC=CC=C1)OC[C@]1(O[C@H]([C@@H]([C@@H]1O)O)C1=CC=C2C(=NC=NN21)N)C#N